6-hydroxycholesterol OC=1C[C@H]2[C@@H]3CC[C@H]([C@@H](CCCC(C)C)C)[C@]3(CC[C@@H]2[C@]2(CC[C@@H](CC12)O)C)C